C(C1=CC=CC=C1)OC=1N=C(SC1C=1C=C(C[C@]2(C[C@H](CC2)NS(=O)(=O)C)C(=O)OC)C=CC1F)C methyl (1R,3S)-1-(3-(4-(benzyloxy)-2-methylthiazol-5-yl)-4-fluorobenzyl)-3-(methylsulfonamido)cyclopentane-1-carboxylate